methyl 2-(3-((4-(2-(2-aminopyridin-3-yl)-5-phenyl-3H-imidazo[4,5-b]pyridin-3-yl)benzyl)carbamoyl)phenyl)propanoate NC1=NC=CC=C1C1=NC=2C(=NC(=CC2)C2=CC=CC=C2)N1C1=CC=C(CNC(=O)C=2C=C(C=CC2)C(C(=O)OC)C)C=C1